(R)-4-((3-aminopiperidin-1-yl)methyl)-N-(4-(4-morpholino-7H-pyrrolo[2,3-d]pyrimidin-6-yl)phenyl)pyridine-2-sulfonamide N[C@H]1CN(CCC1)CC1=CC(=NC=C1)S(=O)(=O)NC1=CC=C(C=C1)C1=CC2=C(N=CN=C2N2CCOCC2)N1